CC(C)(CCC(C)(C(C)(C)C)C)C(C)(C)C 2,5-dimethyl-2,5-di-tert-butyl-hexane